FC1(CCC(CC1)CN1N(C=C(C1)C(F)(F)F)C1=CC(=CC=C1)S(N)(=O)=O)F 2-[(4,4-difluorocyclohexyl)methyl]-N-(3-sulfamoylphenyl)-4-(trifluoromethyl)pyrazole